4-(4-methylbenzyl)imidazolidine-2-thione Methyl-2-(4-(6-chloropyridin-2-yl)-2-fluorobenzyl)-1-(2-methoxyethyl)-1H-benzo[d]imidazole-6-carboxylate COC(=O)C=1C=CC2=C(N(C(=N2)CC2=C(C=C(C=C2)C2=NC(=CC=C2)Cl)F)CCOC)C1.CC1=CC=C(CC2NC(NC2)=S)C=C1